FC=1C=C(C=CC1)C1=CN=C(N1)C1NCCCC1 2-(5-(3-fluorophenyl)-1H-imidazol-2-yl)piperidin